6-chloro-2-(2-isopropenylpyrimidin-4-yl)-1-methyl-pyrrolo[3,2-c]Pyridine ClC1=CC2=C(C=N1)C=C(N2C)C2=NC(=NC=C2)C(=C)C